2-[1-(4-fluorophenyl)-5-(pyridin-4-yl)-1H-pyrazol-4-yl]-1-(piperazin-1-yl)ethan-1-one FC1=CC=C(C=C1)N1N=CC(=C1C1=CC=NC=C1)CC(=O)N1CCNCC1